OC[C@H](C)OC=1C=C(C=CC1)S(=O)(=O)N1CCC(CC1)NC(OC(C)(C)C)=O tert-Butyl (S)-(1-((3-((1-hydroxypropan-2-yl)oxy)phenyl)sulfonyl)piperidin-4-yl)-carbamate